C(=C)C12CNC(C1)C2 4-vinyl-2-azabicyclo[2.1.1]Hexane